C(C)OC(=C)C1=C2CN(C(C2=CC(=C1)C)=O)C1COCC2=CC=CC=C12 4-(1-ethoxyvinyl)-2-(isochroman-4-yl)-6-methylisoindolin-1-one